FC=1C(=CC(=C(N)C1)C)B1OC(C(O1)(C)C)(C)C 5-fluoro-2-methyl-4-(4,4,5,5-tetramethyl-1,3,2-dioxaborolan-2-yl)aniline